4-(5-chloro-8-hydroxy-7-nitroquinolin-4-yl)-N-methylpiperazine-1-carboxamide ClC1=C2C(=CC=NC2=C(C(=C1)[N+](=O)[O-])O)N1CCN(CC1)C(=O)NC